NC=1N=C2C=C(NC2=C2COCC12)C(=O)O 8-amino-11-oxa-3,7-diazatricyclo[7.3.0.02,6]dodeca-1,4,6,8-tetraene-4-carboxylic acid